FC(C)C=1N=CN(C(C1OC1=C(C=C(C#N)C=C1C)C)=O)CC=1C(=NC(=NC1C)C)OC 4-((4-(1-fluoroethyl)-1-((4-methoxy-2,6-dimethylpyrimidin-5-yl)methyl)-6-oxo-1,6-dihydropyrimidin-5-yl)oxy)-3,5-dimethylbenzonitrile